C12(CCC(CC1)CC2)C=O bicyclo[2.2.2]octane-1-formaldehyde